CC1(N(C(CC(C1)=CC#CC1=NC(=CC=C1)C)(C)C)C(=O)OCC)C ethyl 2,2,6,6-tetramethyl-4-[3-(6-methylpyridin-2-yl)prop-2-yn-1-ylidene]piperidine-1-carboxylate